(S)-3-cyclopropylpiperazine-2,5-dione C1(CC1)[C@H]1C(NCC(N1)=O)=O